O=C1C2=C(NC3=C(N1)C=CC=N3)C=CC=C2 6-oxo-5,6-dihydro-11H-benzo[e]pyrido[3,2-b][1,4]diazepine